(E)-N-(4-(1-(5-bromopent-2-enoyl)-3-methyl-1,2,3,6-tetrahydropyridin-4-yl)-1H-pyrrolo[2,3-b]pyridin-6-yl)cyclopropylcarboxamide BrCC/C=C/C(=O)N1CC(C(=CC1)C1=C2C(=NC(=C1)NC(=O)C1CC1)NC=C2)C